2-(((1R)-1-(3-(7-(tert-butyl)-6,7-dihydropyrazolo[1,5-a]pyrimidin-4(5H)-yl)-2-cyano-7-methylquinoxalin-5-yl)ethyl)amino)benzoic acid C(C)(C)(C)C1CCN(C=2N1N=CC2)C=2C(=NC1=CC(=CC(=C1N2)[C@@H](C)NC2=C(C(=O)O)C=CC=C2)C)C#N